CS(=O)(=O)C1CCN(C1)C(=O)[O-] 4-(methylsulfonyl)pyrrolidine-1-carboxylate